NC1=CC(=C(OC2=CC(=NC(=C2)Cl)N)C=C1)C 4-(4-amino-2-methylphenoxy)-6-chloropyridin-2-amine